tin-lithium sulfide [S-2].[Li+].[Sn+4]